C(#N)CC=1C=C(C(=O)OC)C=CC1F methyl 3-(cyanomethyl)-4-fluorobenzoate